FC(C1=CC=C(C=C1)C=CC(=O)N)(F)F 3-(4-(trifluoromethyl)phenyl)acrylamide